4-styrenesulfonate sodium salt [Na+].C=CC1=CC=C(C=C1)S(=O)(=O)[O-]